NC=1SC=C(N1)C=1N=NN(C1)[C@@H]1[C@H]([C@@H](SC=2C(=NC=C(C2)Cl)C)O[C@@H]([C@@H]1O)CO)OCC 5-chloro-2-methylpyridin-3-yl 3-[4-(2-aminothiazol-4-yl)-1H-1,2,3-triazol-1-yl]-3-deoxy-2-O-ethyl-1-thio-alpha-D-galactopyranoside